C1(=CC=CC=C1)C1=CC(=NC=C1C=CC1=CC=CC=C1)C(F)(F)F 4-phenyl-5-styryl-2-(trifluoromethyl)pyridine